(R)-5-(tert-butyl)-9-cyclopropyl-2-oxo-11-(trifluoromethyl)-1,2,5,6-tetrahydropyrido[2',1':2,3]imidazo[4,5-h]quinoline-3-carboxylic acid C(C)(C)(C)[C@@H]1C=2C=C(C(NC2C2=C(C1)N1C(=N2)C(=CC(=C1)C1CC1)C(F)(F)F)=O)C(=O)O